5-fluoro-uridine FC=1C(NC(N([C@H]2[C@H](O)[C@H](O)[C@@H](CO)O2)C1)=O)=O